4-(3-(4-bromophenyl)pyrrolidin-1-yl)-2-(trifluoromethyl)-benzonitrile BrC1=CC=C(C=C1)C1CN(CC1)C1=CC(=C(C#N)C=C1)C(F)(F)F